[K+].C(CCCCCCCCCCC)C(C(=O)[O-])(C(=O)[O-])CCCCCCCCCCC.[K+] 2-dodecyl-2-undecylmalonic acid potassium salt